3-carbamoyl-benzoic acid [(2R)-3-(3-ethyl-4-oxo-spiro[6,8-dihydro-5H-pyrazolo[4,3-c]azepin-7,4'-tetrahydropyran]-1-yl)-2-methyl-propyl] ester C(C)C1=NN(C2=C1C(NCC1(CCOCC1)C2)=O)C[C@H](COC(C2=CC(=CC=C2)C(N)=O)=O)C